ClC=1C=CC(=NC1)[C@@]1(OC2=C(O1)C=CC=C2C2CCN(CC2)CC2=NC1=C(N2C)C=C(C=C1OCCOC)C(=O)OC)C Methyl (S)-2-((4-(2-(5-chloropyridin-2-yl)-2-methylbenzo[d][1,3]dioxol-4-yl)piperidin-1-yl)methyl)-4-(2-methoxyethoxy)-1-methyl-1H-benzo[d]imidazole-6-carboxylate